FC1=C(C=CC(=N1)C(=O)NC)N1CCN(CC1)CC1=CC(=NC=C1)NC(CC)=O 6-fluoro-N-methyl-5-(4-((2-propionamidopyridin-4-yl)methyl)piperazin-1-yl)picolinamide